COC(C[SiH3])(OC)OC Trimethoxyethylsilan